3,4,5-triethyl-2-cyclopentenone C(C)C1=CC(C(C1CC)CC)=O